NC1=C2CCCC2=CC=C1C(=O)C1CCC1 (4-amino-2,3-dihydro-1H-inden-5-yl)(cyclobutyl)methanone